4-(2-(4-Aminopiperidin-1-yl)-6-(1-methyl-1H-indazol-5-yl)quinazolin-4-yl)-2-fluorobenzonitrile NC1CCN(CC1)C1=NC2=CC=C(C=C2C(=N1)C1=CC(=C(C#N)C=C1)F)C=1C=C2C=NN(C2=CC1)C